FC1=CC=C(C=C1)C1=NOC(N1)=O 3-(4-fluorophenyl)-1,2,4-oxadiazol-5(4H)-one